(S)-4-(7-(4-chloropyridin-2-yl)-5-(2-hydroxypropan-2-yl)-7H-pyrrolo[2,3-d]pyrimidin-4-yl)-3-methylpiperazine-1-carboxylic acid tert-butyl ester C(C)(C)(C)OC(=O)N1C[C@@H](N(CC1)C=1C2=C(N=CN1)N(C=C2C(C)(C)O)C2=NC=CC(=C2)Cl)C